[NH+]1(CCCC1)[O-] pyrrolidine-1-oxide